NC=1N=C(SC1C(C1=CC=C(C=C1)Cl)=O)N(C1=CC(=C(C=C1)OC(F)F)F)C(C(=O)N)C [N-[4-Amino-5-(4-chlorobenzoyl)thiazol-2-yl]-4-(difluoromethoxy)-3-fluoroanilino]propanamid